OCC1[C@H]2CN(C[C@@H]12)C(CC1=CC=C(C=C1)NC(=O)NCC1=CC=C(C=C1)OC)=O [(4-{2-[(5S,1R)-6-(hydroxymethyl)-3-azabicyclo[3.1.0]hex-3-yl]-2-oxoethyl}phenyl)amino]-N-[(4-methoxyphenyl)methyl]carboxamide